decyltetradecyl ether C(CCCCCCCCC)OCCCCCCCCCCCCCC